N-cyclopropyl-8-((2S,6S)-2,6-dimethylmorpholinyl)-6-(N-(3-methyloxetane-3-yl)sulfamoyl)imidazo[1,5-a]pyridine-3-carboxamide C1(CC1)NC(=O)C1=NC=C2N1C=C(C=C2N2C[C@@H](O[C@H](C2)C)C)S(NC2(COC2)C)(=O)=O